4-(4-((1R,5S)-3,8-diazabicyclo[3.2.1]octan-3-yl)-8-fluoro-2-(((2S,4R)-4-fluoro-1,2-dimethylpyrrolidin-2-yl)methoxy)pyrido[4,3-d]pyrimidin-7-yl)-5-ethynyl-6-fluoronaphthalen-2-ol [C@H]12CN(C[C@H](CC1)N2)C=2C1=C(N=C(N2)OC[C@]2(N(C[C@@H](C2)F)C)C)C(=C(N=C1)C1=CC(=CC2=CC=C(C(=C12)C#C)F)O)F